N1=CC(=CC=C1)S(=O)(=O)N pyridin-3-sulfonamide